N-benzyl-N-methyl-piperidin-4-amine C(C1=CC=CC=C1)N(C1CCNCC1)C